C(#N)C1CCC(CC1)C(C)(C)NC(OC(C)(C)C)=O tert-butyl (2-((1s,4s)-4-cyanocyclohexyl)propan-2-yl)carbamate